ethyl 1-methyl-2-((5-(trifluoromethyl) oxazolo[5,4-b]pyridin-2-yl) amino)-1H-benzo[d]imidazole-5-carboxylate CN1C(=NC2=C1C=CC(=C2)C(=O)OCC)NC=2OC1=NC(=CC=C1N2)C(F)(F)F